CC(CCO)CC=CCCC 3-methylnon-5-en-1-ol